3-(trimethylphosphonio)propane-1-sulfonate C[P+](CCCS(=O)(=O)[O-])(C)C